3-Bromo-1-methyl-1H-pyrazole BrC1=NN(C=C1)C